S(=O)(=O)(O)CCC(C(=O)O)=C.C(C=C)(=O)OCCS(=O)(=O)O sulfoethyl acrylate (sulfoethyl acrylate)